FC1=C(C(=CC(=C1)OC)F)C1=C(C(N(N1C)C1=NC(=CC=C1)CN(C)C)=O)NC(C1=CC=C(C=C1)OC(F)F)=O N-[5-(2,6-difluoro-4-methoxyphenyl)-2-{6-[(dimethylamino)methyl]pyridin-2-yl}-1-methyl-3-oxo-2,3-dihydro-1H-pyrazol-4-yl]-4-(difluoromethoxy)benzamide